Cl.S1C2=C(C=C1CC[C@]1(CN(CC1)C(C)(C)C=1C=CC(=NC1)C)COCC)CCC2 (S)-5-(2-(3-(2-(5,6-dihydro-4H-cyclopenta[b]thiophen-2-yl)ethyl)-3-(ethoxymethyl)pyrrolidin-1-yl)propan-2-yl)-2-methylpyridine HCl